5-((1H-pyrazol-1-yl)methyl)-6-methoxy-N-((5-(trifluoromethyl)-2,3-dihydrobenzofuran-7-yl)sulfonyl)picolinamide N1(N=CC=C1)CC=1C=CC(=NC1OC)C(=O)NS(=O)(=O)C1=CC(=CC=2CCOC21)C(F)(F)F